(1r,5s)-3-(4-bromo-5-fluoro-7-(methylsulfanyl)-[1,3]dioxazolo[4,5-f]quinazolin-9-yl)-3,8-diazabicyclo[3.2.1]octane-8-carboxylic acid tert-butyl ester C(C)(C)(C)OC(=O)N1[C@H]2CN(C[C@@H]1CC2)C2=NC(=NC1=C(C(=C3C(=C21)ONO3)Br)F)SC